tert-butyl (R)-6-((methylsulfonyl)oxy)-1,4-oxazepane-4-carboxylate CS(=O)(=O)O[C@@H]1CN(CCOC1)C(=O)OC(C)(C)C